C(CCC)OC(=O)OC(=O)[O-] Z-butyldicarbonate